[Si](C)(C)(C(C)(C)C)OCC(OC=1C=2N(C=C(C1)C=1N=NN(C1C)[C@@H]1[C@H](CN(CC1)C(=O)OC(C)(C)C)O)N=CC2)C2=NC=C(C=C2)F tert-Butyl (3S,4S)-4-[4-[4-[2-[tert-butyl (dimethyl)silyl]oxy-1-(5-fluoro-2-pyridyl)ethoxy] pyrazolo[1,5-a]pyridin-6-yl]-5-methyl-triazol-1-yl]-3-hydroxy-piperidine-1-carboxylate